N-(2,4-difluorophenyl)-N-methyl-1-(4-(5-(trifluoromethyl)-1,2,4-oxadiazol-3-yl)phenyl)-1H-pyrazole-4-sulfonamide FC1=C(C=CC(=C1)F)N(S(=O)(=O)C=1C=NN(C1)C1=CC=C(C=C1)C1=NOC(=N1)C(F)(F)F)C